N1NNCCCC1 Triazepan